N1(CCC1)CC1(CC1)NC(=O)[C@H]1[C@@H](C1)C1=CC=CC=C1 trans-N-(1-(azetidin-1-ylmethyl)cyclopropyl)-2-phenylcyclopropane-1-carboxamide